CC=C(CC)OS(=O)(=O)C(C(C(C(F)(F)F)(F)F)(F)F)(F)F.C1(=CC=CC=C1)C1=NC2=C3N=CC=CC3=CC=C2C(=C1)C1=CC=C(C=C1)C1=CC(=NC2=C3N=CC=CC3=CC=C12)C1=CC=CC=C1 1,4-bis(2-phenyl-1,10-phenanthrolin-4-yl)benzene pent-2-en-3-yl-1,1,2,2,3,3,4,4,4-nonafluorobutane-1-sulfonate